tert-Butyl (5-(difluoromethoxy)-6,7-difluoro-4-(4,4,5,5-tetramethyl-1,3,2-dioxaborolan-2-yl)naphthalen-2-yl)carbamate FC(OC1=C2C(=CC(=CC2=CC(=C1F)F)NC(OC(C)(C)C)=O)B1OC(C(O1)(C)C)(C)C)F